methyl 4-(N-isopropylamino)benzoate C(C)(C)NC1=CC=C(C(=O)OC)C=C1